COC=1C=C(OC2=C(C=CC=C2)NC(CNC(=O)C2=CC=C(C=C2)C2=CC=CC=C2)=O)C=CC1 N-(2-((2-(3-methoxyphenoxy)phenyl)amino)-2-oxoethyl)-[1,1'-biphenyl]-4-carboxamide